7-benzyl-3-fluoro-6,8-dihydro-5H-1,7-naphthyridin-2-ol C(C1=CC=CC=C1)N1CCC=2C=C(C(=NC2C1)O)F